ClC1=CC(=C(C=C1)NC=1N=NC=C(C1C)CC1=C(C(=NC=C1)NS(NC)(=O)=O)F)F N-(4-chloro-2-fluoro-phenyl)-5-[[3-fluoro-2-(methylsulfamoylamino)-4-pyridyl]methyl]-4-methyl-pyridazin-3-amine